1-Isopropyl-4-methyl-3-[2-methyl-4-(4-methylimidazol-1-yl)phenyl]sulfonyl-indole C(C)(C)N1C=C(C2=C(C=CC=C12)C)S(=O)(=O)C1=C(C=C(C=C1)N1C=NC(=C1)C)C